methyl 3-[(tert-butoxycarbonyl)amino]-1-methylindazole-6-carboxylate C(C)(C)(C)OC(=O)NC1=NN(C2=CC(=CC=C12)C(=O)OC)C